(1aR,5aR)-2-(6-Bromo-pyridin-3-yl)-1a,2,5,5a-tetrahydro-1H-2,3-diaza-cyclopropa[a]pentalene-4-carboxylic acid (1-phenyl-cyclopropyl)-amide C1(=CC=CC=C1)C1(CC1)NC(=O)C=1C=2C[C@@H]3[C@H](C2N(N1)C=1C=NC(=CC1)Br)C3